Cl.C[C@@H]1[C@H]2C(CN(C1)CC2)=O (1R,4S,5R)-5-methyl-quinuclidin-3-one hydrochloride